FC1(CCN(CC1)C(=O)OC(C)(C)C)CC=O tert-Butyl 4-fluoro-4-(2-oxoethyl)piperidine-1-carboxylate